(4-amino-1,3-dihydrofurano[3,4-c][1,7]naphthyridin-8-yl)(5-methyl-2-(spiro[benzo[d][1,3]dioxane-2,1'-cyclobutane]-5-yl)piperidin-1-yl)methanone NC1=NC=2C=NC(=CC2C2=C1COC2)C(=O)N2C(CCC(C2)C)C2=CC=CC=1OC3(CCC3)OCC12